3-methoxy-N-methyl-4-{[3-(4-{[(1S,4S)-4-(dimethylamino)cyclohexyl]amino}-1-(2,2,2-trifluoroethyl)-1H-indol-2-yl)prop-2-yn-1-yl]amino}benzene-1-sulfonamide COC=1C=C(C=CC1NCC#CC=1N(C2=CC=CC(=C2C1)NC1CCC(CC1)N(C)C)CC(F)(F)F)S(=O)(=O)NC